[F-].OCCC[N+](C)(C)C hydroxypropyl-trimethyl-ammonium fluoride